C(C)(C)(C)C=1C=C(C=C(C1)C(C)(C)C)C(NC1=C(C=CC=C1C(C)C)C(C)C)C1=NC=CC=C1 N-((3,5-di-tert-butylphenyl)(pyridin-2-yl)methyl)-2,6-diisopropylaniline